sulfanilamide potassium salt [K+].S(=O)(C1=CC=C(C=C1)N)(=O)[NH-]